(R)-3-(3-amino-1-hydroxypropyl)-5-(cyclohexylmethoxy)phenol NCC[C@@H](O)C=1C=C(C=C(C1)OCC1CCCCC1)O